(S)-1-(7-chloro-1H-indole-2-carbonyl)-4,4-dimethyl-N-((S)-1-oxo-3-((S)-2-oxopyrrolidin-3-yl)propan-2-yl)pyrrolidine-2-carboxamide ClC=1C=CC=C2C=C(NC12)C(=O)N1[C@@H](CC(C1)(C)C)C(=O)N[C@H](C=O)C[C@H]1C(NCC1)=O